C(C)(=O)NC1=C(C(=O)NC=2SC(=C(N2)C(F)(F)F)C)C=CC=C1 2-acetamido-N-(5-methyl-4-(trifluoromethyl)thiazol-2-yl)benzamide